N1N=CC(=C1)C1=CC=C(C=C1)NC1=NC(=NC=C1)C=1C=CC2=C(SC(=C2)C(=O)N2CC(C2)(F)F)C1 (6-(4-((4-(1H-pyrazol-4-yl)phenyl)amino)pyrimidin-2-yl)benzo[b]thiophen-2-yl)(3,3-difluoroazetidin-1-yl)methanone